8-((cyclopropylmethyl)(3'-methyl-[1,1'-biphenyl]-4-yl)amino)-5-methyl-6-oxo-5,6-dihydro-1,5-naphthyridine-2-carbonitrile C1(CC1)CN(C1=CC(N(C=2C=CC(=NC12)C#N)C)=O)C1=CC=C(C=C1)C1=CC(=CC=C1)C